4-(2-(5-chloro-2-fluorophenyl)-6,7-dihydro-8H-pyrimido[5,4-b][1,4]oxazin-8-yl)-N-(2-hydroxypropyl)nicotinamide ClC=1C=CC(=C(C1)C=1N=CC=2OCCN(C2N1)C1=CC=NC=C1C(=O)NCC(C)O)F